C(C=C)OC(=O)N([C@@H](CC(C)C)C(=O)O)C N-((Allyloxy)carbonyl)-N-methyl-L-leucine